FC1=C(C=CC(=C1)F)[C@@H]1[C@H](C1)C=1C=2N(N=C(C1)C1=C(N(CN=C1)OC)OC)C(=CN2)F 8-[(1S,2S)-2-(2,4-difluorophenyl)cyclopropyl]-6-(3,4-dimethoxypyrimidin-5-yl)-3-fluoro-imidazo[1,2-b]pyridazine